tert-butyl (E)-3-(6-azidonaphthalen-2-yl)but-2-enoate N(=[N+]=[N-])C=1C=C2C=CC(=CC2=CC1)/C(=C/C(=O)OC(C)(C)C)/C